cerium-manganese oxide [O-2].[Mn+2].[Ce+3]